NC1=CC2=C(NC(=N2)N2N=CC=C2)C=C1Cl 1-(5-Amino-6-chloro-1H-benzoimidazol-2-yl)-1H-pyrazole